4-(4-fluorophenyl)-N-(1H-indazol-5-yl)-6-methyl-2-oxo-1,2,3,4-tetrahydropyrimidine-5-carboxamide FC1=CC=C(C=C1)C1NC(NC(=C1C(=O)NC=1C=C2C=NNC2=CC1)C)=O